3,3-diaminodipropylamine C(CN)CNCCCN